N-(2-fluoro-5-((1s,3s)-3-methyl-1-(4-methyl-4H-1,2,4-triazol-3-yl)cyclobutyl)phenyl)-5-((isobutylamino)methyl)-2-oxo-1-(2,2,2-trifluoroethyl)-1,2-dihydropyridine-3-carboxamide FC1=C(C=C(C=C1)C1(CC(C1)C)C1=NN=CN1C)NC(=O)C=1C(N(C=C(C1)CNCC(C)C)CC(F)(F)F)=O